CC(C(=O)O)(C)C=1C=NC=C(C1)C(F)(F)F 2-methyl-2-(5-(trifluoromethyl)pyridin-3-yl)propanoic acid